(5-chloro-6-(2H-1,2,3-triazol-2-yl)pyridin-3-yl)-8-cyano-7-methyl-2-(trifluoromethyl)-2,3-dihydro-4H-pyrido[4,3-b][1,4]oxazine-4-carboxamide ClC=1C=C(C=NC1N1N=CC=N1)C1(CN(C2=C(O1)C(=C(N=C2)C)C#N)C(=O)N)C(F)(F)F